C(C)(C)(C)OC(=O)[C@@]1(C([C@@H](O[C@@H]1CO)N1C(=O)N=C(N)C=C1)(F)F)O 3'-tert-butoxycarbonyl-2'-deoxy-2',2'-difluorocytidine